tert-butyl 4-(2-(((3-(4-decylphenyl)-1,2,4-oxadiazol-5-yl)methyl)amino)-2-oxoethyl)piperazine-1-carboxylate C(CCCCCCCCC)C1=CC=C(C=C1)C1=NOC(=N1)CNC(CN1CCN(CC1)C(=O)OC(C)(C)C)=O